ClC=1SC(=CN1)CNC1=NC=CC=C1 N-[(2-chlorothiazol-5-yl)methyl]pyridin-2-amine